C(C)[C@]1(C(OCC=2C(N3CC=4C(=NC=5C=C(C(=C6C5C4[C@H](CC6)NC(=O)C6OCCOC6)C)F)C3=CC21)=O)=O)O N-((1S,9S)-9-ethyl-5-fluoro-9-hydroxy-4-methyl-10,13-dioxo-2,3,9,10,13,15-hexahydro-1H,12H-benzo[de]pyrano[3',4':6,7]indolizino[1,2-b]quinolin-1-yl)-1,4-dioxane-2-carboxamide